ClCCC(=O)N1C[C@H](CC1)NC(OC(C)(C)C)=O (S)-tert-butyl (1-(3-chloropropanoyl)pyrrolidin-3-yl)carbamate